5-(2-cyclopropyl-3-fluorophenyl)-3-(methylamino)-4H-benzo[e][1,2,4]thiadiazine 1,1-dioxide C1(CC1)C1=C(C=CC=C1F)C1=CC=CC2=C1NC(=NS2(=O)=O)NC